(R)-5-((1,3-Dioxolan-2-yl)methyl)-2-methyl-6-((1-(2-methyl-3-(trifluoromethyl)phenyl)ethyl)amino)pyrimidine-4-carbaldehyde O1C(OCC1)CC=1C(=NC(=NC1N[C@H](C)C1=C(C(=CC=C1)C(F)(F)F)C)C)C=O